FC=1C(=CC(=NC1C)NC1=C(C(=C2C(=N1)CCO2)C=2CCCNCC2)F)NC 5-fluoro-N2-[6-fluoro-7-(2,3,4,7-tetrahydro-1H-azepin-5-yl)-2,3-dihydrofuro[3,2-b]pyridin-5-yl]-N4,6-dimethyl-pyridine-2,4-diamine